4-(2-(Methylamino)ethyl)thiomorpholine 1,1-dioxide CNCCN1CCS(CC1)(=O)=O